1-methyl-6-(4,4,5,5-tetramethyl-1,3,2-dioxaborolan-2-yl)-3,4-dihydroquinoline CN1CCCC2=CC(=CC=C12)B1OC(C(O1)(C)C)(C)C